(phenylsulfonyl)benzo[c]isoxazole C1(=CC=CC=C1)S(=O)(=O)C1=C2C(=NO1)C=CC=C2